6-[(Propane-2-yl)carbamoyl]-2,3-dihydrospiro[1-benzopyran-4,1'-cyclopropane] CC(C)NC(=O)C=1C=CC2=C(C1)C1(CC1)CCO2